(R)-2-((3-fluoropyridin-4-yl)methoxy)-7a,8,10,11-tetrahydro-5H-pyrazino[2,1-c]pyrido[2,3-e][1,4]oxazepine FC=1C=NC=CC1COC=1C=CC2=C(N3[C@@H](COC2)CNCC3)N1